2'-chloro-5'-methoxy-6-methyl-N-[5-(methylcarbamoyl)-1,3,4-thiadiazol-2-yl]-[4,4'-bipyridine]-3-carboxamide ClC1=NC=C(C(=C1)C1=C(C=NC(=C1)C)C(=O)NC=1SC(=NN1)C(NC)=O)OC